NCC=1C(=NC(=NC1)C1=C(C=C(C=C1)C(F)(F)F)F)N1CC(CC1)CNC(OC(C)(C)C)=O tert-butyl N-[[1-[5-(aminomethyl)-2-[2-fluoro-4-(trifluoromethyl)phenyl]pyrimidin-4-yl] pyrrolidin-3-yl]methyl]carbamate